FC1=C(COC=2C=C3CCC(C3=CC2)=O)C=CC(=C1)F 5-((2,4-difluoro-benzyl)oxy)-2,3-dihydro-1H-inden-1-one